tertbutyl 4-(3-cyclobutyl-3-oxo-propanoyl)piperazine-1-carboxylate C1(CCC1)C(CC(=O)N1CCN(CC1)C(=O)OC(C)(C)C)=O